ethyl 1-[(2-cyano-4-{6,6-difluoro-3-azabicyclo[3.1.0]hex-3-yl} phenyl) methyl]-1H-pyrazole-4-carboxylate C(#N)C1=C(C=CC(=C1)N1CC2C(C2C1)(F)F)CN1N=CC(=C1)C(=O)OCC